(R)-6-(2-(3-chlorophenyl)-2-hydroxyacetyl)-2-(1-(thiophen-2-yl)cyclopropyl)-5,6,7,8-tetrahydropyrido[4,3-d]pyrimidin-4(3H)-one ClC=1C=C(C=CC1)[C@H](C(=O)N1CC2=C(N=C(NC2=O)C2(CC2)C=2SC=CC2)CC1)O